ClC1=C(N=C(S1)NC(=O)C=1C=NN(C1C(F)(F)F)C1=C2C=CNC(C2=CC=C1)=C=O)N1N=CN=C1 N-(5-chloro-4-(1H-1,2,4-triazole-1-yl)thiazol-2-yl)-1-(1-carbonyl-1,2-dihydroisoquinoline-5-yl)-5-(trifluoromethyl)-1H-pyrazole-4-carboxamide